Cl.NC1CC(OC2=C(C=CC=C12)Cl)CO [4-amino-8-chloro-chroman-2-yl]methanol hydrochloride